C1(CCC1)N(C(OC(C)(C)C)=O)[C@@H]1CN(CC1)C=1N=NC(=CC1)C1=C(C=C(C(=C1)F)C1=CC(=NC=C1)OC)OCOC tert-butyl N-cyclobutyl-N-[(3S)-1-{6-[5-fluoro-2-(methoxymethoxy)-4-(2-methoxypyridin-4-yl)phenyl]pyridazin-3-yl}pyrrolidin-3-yl]carbamate